2-((5-(6-((4-chloro-2-fluorobenzyl)oxy)pyridin-2-yl)hexahydropyrrolo[3,4-c]pyrrol-2(1H)-yl)methyl)-1-(((S)-oxetan-2-yl)methyl)-1H-benzo[d]imidazole-6-carboxylic acid ClC1=CC(=C(COC2=CC=CC(=N2)N2CC3C(C2)CN(C3)CC3=NC2=C(N3C[C@H]3OCC3)C=C(C=C2)C(=O)O)C=C1)F